(R)-2-amino-3-((3-(2-ethylphenyl)-5-fluoro-benzoyl)amino)propanoic acid N[C@@H](C(=O)O)CNC(C1=CC(=CC(=C1)F)C1=C(C=CC=C1)CC)=O